α-(7-Butoxy-1-naphthalenyl)-acetic acid ethyl ester C(C)OC(CC1=CC=CC2=CC=C(C=C12)OCCCC)=O